(R)-4-((2-hydroxyethyl)sulfonamido)-N-(2-oxo-1-(3,3,4,4-tetrafluorobutan-2-yl)-1,2-dihydropyridin-3-yl)-2-(6-azaspiro[2.5]octan-6-yl)benzamide OCCS(=O)(=O)NC1=CC(=C(C(=O)NC=2C(N(C=CC2)[C@H](C)C(C(F)F)(F)F)=O)C=C1)N1CCC2(CC2)CC1